C(C)(C)(C)OC(=O)N1CCC2(CC1)[C@@H](C1=CC=CC(=C1C2)OC)N[S@](=O)C(C)(C)C (S)-1-(((R)-tert-butylsulfinyl)amino)-4-methoxy-1,3-dihydrospiro[indene-2,4'-piperidine]-1'-carboxylic acid tert-butyl ester